C(C1=CC=CC=C1)OCC(C(CN1C(C2=CC=CC=C2C1=O)=O)(F)F)(F)F 2-(4-(benzyloxy)-2,2,3,3-tetrafluorobutyl)isoindoline-1,3-dione